N-[3-(6-methyl-7-oxo-1H-pyrrolo[2,3-c]pyridin-4-yl)-4-[3-[2-(4-piperidyloxy)ethoxy]phenoxy]phenyl]acetamide CN1C(C2=C(C(=C1)C=1C=C(C=CC1OC1=CC(=CC=C1)OCCOC1CCNCC1)NC(C)=O)C=CN2)=O